FC(C1(CCN(CC1)C(=O)OC(C)(C)C)C(=O)OC)(F)F (tert-butyl) 4-methyl 4-(trifluoromethyl)piperidine-1,4-dicarboxylate